CC1(CCC=2C(\C(\C3=CC=CC=C3C2C1)=N/[C@@H](CC1=CNC2=CC=CC=C12)C(=O)O)=O)C N-[(9Z)-3,3-dimethyl-10-oxo-1,2,3,4,9,10-hexahydrophenanthren-9-ylidene]-L-tryptophan